tert-Butyl 4-(6-vinyl pyrazolo[1,5-a]pyrazin-4-yl)-1H-pyrazole-1-carboxylate C(=C)C=1N=C(C=2N(C1)N=CC2)C=2C=NN(C2)C(=O)OC(C)(C)C